7,7'-dimethoxy-1,1'-spirobiindane COC=1C=CC=C2CCC3(C12)CCC1=CC=CC(=C13)OC